[4-[2-[tert-butoxycarbonyl(methyl)amino]ethoxy]-2-methyl-pyrazol-3-yl]boronic acid C(C)(C)(C)OC(=O)N(CCOC1=C(N(N=C1)C)B(O)O)C